BrC=1C(=C(NC2=C(C=CC=C2)Br)C=CC1)N=O 3-bromo-N-(2-bromophenyl)-2-nitrosoaniline